CPCCC1=CC=CC=C1 methylphenylethylphosphine